N-[(1S)-1-cyclohexyl-2-[4-(3,5-dimethyl-1H-pyrazol-4-yl)anilino]-2-oxo-ethyl]-3-phenyl-triazole-4-carboxamide C1(CCCCC1)[C@@H](C(=O)NC1=CC=C(C=C1)C=1C(=NNC1C)C)NC(=O)C=1N(N=NC1)C1=CC=CC=C1